3-(4-((2-cyclopropylethyl)((1r,4r)-4-((3,3-difluoropropyl)(methyl)amino)cyclohexyl)amino)-1-oxoisoindolin-2-yl)piperidine-2,6-dione C1(CC1)CCN(C1=C2CN(C(C2=CC=C1)=O)C1C(NC(CC1)=O)=O)C1CCC(CC1)N(C)CCC(F)F